N=1N(C=C2C1C=NC=C2)C2=C(CNC1=C3N=CN(C3=NC(=N1)N1CCC(CC1)N)C(C)C)C=CC=C2 N-(2-(2H-pyrazolo[3,4-c]pyridin-2-yl)benzyl)-2-(4-aminopiperidin-1-yl)-9-isopropyl-9H-purin-6-amine